C(#N)[C@H](CC1=CC=C(C=C1)C=1C=CC2=C(N(C(O2)=O)CC2CCOCC2)C1)NC(=O)[C@H]1OCCCNC1 (2S)-N-[(1S)-1-cyano-2-{4-[2-oxo-3-(tetrahydro-2H-pyran-4-ylmethyl)-2,3-dihydro-1,3-benzooxazol-5-yl]phenyl}ethyl]-1,4-oxazepan-2-carboxamide